[F-].C(CCCCCC)[NH+]1CCCC1 N-heptyl-pyrrolidinium fluoride